(2S,3R)-methyl-3-(2-chlorobenzyl)-1,4-dioxaspiro[4.5]decane-2-carboxylate COC(=O)[C@H]1OC2(O[C@@H]1CC1=C(C=CC=C1)Cl)CCCCC2